ClC1=C(C=C2C(=NNC2=C1)NC(CCC)=O)C1=CC=C(C=C1)C N-(6-chloro-5-p-tolyl-1H-indazol-3-yl)butyramide